2,3,3-Trimethyl-1-[3-(trimethylammonio)propyl]-3H-indolium-5-sulfonate CC1=[N+](C2=CC=C(C=C2C1(C)C)S(=O)(=O)[O-])CCC[N+](C)(C)C